N-((1R,3R)-3-((6-amino-5-(4-phenoxyphenyl)pyrimidin-4-yl)amino)cyclohexyl)acrylamide NC1=C(C(=NC=N1)N[C@H]1C[C@@H](CCC1)NC(C=C)=O)C1=CC=C(C=C1)OC1=CC=CC=C1